oxo-dimolybdenum(V) O([Mo+4])[Mo+4]